ethyltrimethylammonium phosphate ethyl-methacrylate C(C)OC(C(=C)C)=O.P(=O)([O-])([O-])[O-].C(C)[N+](C)(C)C.C(C)[N+](C)(C)C.C(C)[N+](C)(C)C